FC(C1=NC=CC(=C1)NC1=C(C=CC(=N1)N1CCN(CC1)C(=O)OC(C)(C)C)[N+](=O)[O-])F tert-butyl 4-(6-{[2-(difluoromethyl)pyridin-4-yl]amino}-5-nitropyridin-2-yl)piperazine-1-carboxylate